2-hydroxyethyl (S)-((9-amino-4-ethyl-8-fluoro-4-hydroxy-3,14-dioxo-3,4,12,14-tetrahydro-1H-pyrano[3',4':6,7]indolizino[1,2-b]quinolin-11-yl)methyl)(methyl)carbamate NC1=CC=2C(=C3C(=NC2C=C1F)C1=CC2=C(C(N1C3)=O)COC([C@]2(O)CC)=O)CN(C(OCCO)=O)C